(5-(6-Chloropyrazin-2-yl)pyridin-2-yl)methanol ClC1=CN=CC(=N1)C=1C=CC(=NC1)CO